C(CCCCCC(C)C)C(C(CCCCCCCC)CCCCCCCC)O isononyl-2-octyl-1-decanol